tert-butyl 4-(5-(2-methoxy-2-oxoethyl)pyrimidin-2-yl)cyclohexanecarboxylate COC(CC=1C=NC(=NC1)C1CCC(CC1)C(=O)OC(C)(C)C)=O